ClC=1C=C(C=C(C1CO)Cl)O 3,5-dichloro-4-(hydroxymethyl)phenol